ClCCN(P(O)=O)CCCl N,N-bis(2-chloroethyl)phosphonamidic acid